2-amino-N-(4-hydroxy-bicyclo-[2.2.2]oct-1-yl)-5-(4-((1r,5s)-3-(tetrahydro-2H-pyran-4-yl)-3-azabicyclo[3.1.0]hex-1-yl)phenyl)nicotinamide NC1=C(C(=O)NC23CCC(CC2)(CC3)O)C=C(C=N1)C1=CC=C(C=C1)[C@@]13CN(C[C@H]3C1)C1CCOCC1